tert-butyl (S)-(1-((3-((3-carbamoyl-6-(dimethylamino)-5-ethylpyrazin-2-yl)amino)phenethyl)amino)-1-oxopropan-2-yl)(methyl)carbamate C(N)(=O)C=1C(=NC(=C(N1)CC)N(C)C)NC=1C=C(CCNC([C@H](C)N(C(OC(C)(C)C)=O)C)=O)C=CC1